(1R,4R)-4-(((2-((1,3-dimethyl-1H-pyrazol-4-yl)amino)-5-fluoro-pyrimidin-4-yl)oxy)methyl)cyclohexan CN1N=C(C(=C1)NC1=NC=C(C(=N1)OCC1CCCCC1)F)C